4-hydroxynaphthalen OC1=CC=CC2=CC=CC=C12